5-((1H-pyrazol-1-yl)methyl)-N-((2,6-dimethoxyphenyl)sulfonyl)-6-(trifluoromethyl)picolinamide N1(N=CC=C1)CC=1C=CC(=NC1C(F)(F)F)C(=O)NS(=O)(=O)C1=C(C=CC=C1OC)OC